methyl 2-[4-[(3-iodo-4,5,6,7-tetrahydropyrazolo[4,3-c]pyridin-1-yl)methyl]-1-piperidyl]pyrimidine-5-carboxylate IC1=NN(C2=C1CNCC2)CC2CCN(CC2)C2=NC=C(C=N2)C(=O)OC